FC1(CC(C1)COC=1C(=CC(=NC1)NC(C)=O)NC1=NC(=NC(=C1)C)C(C)(F)F)F N-(5-((3,3-difluorocyclobutyl)methoxy)-4-((2-(1,1-difluoroethyl)-6-methylpyrimidin-4-yl)amino)pyridin-2-yl)acetamide